COC(NC1CNCC1)=O methyl(pyrrolidin-3-yl)carbamate